Cl.Cl.FC1=CC=C(C=C1)C=1N=C2SCCN2C1C1=CC=NC=C1 6-(4-fluorophenyl)-2,3-dihydro-5-(4-pyridyl)imidazo[2,1-b]thiazole dihydrochloride